ClC=1C=CC(=C(C1)C1=CC(=C(N=N1)C)NC1=CC(=NC=C1)NC(CCN1CCC(CC1)O)=O)F N-(4-{[6-(5-chloro-2-fluorophenyl)-3-methylpyridazin-4-yl]amino}pyridin-2-yl)-3-(4-hydroxypiperidin-1-yl)propanamide